2-ethyl-N,N,N-trimethylbutan-1-aminium hydroxide [OH-].C(C)C(C[N+](C)(C)C)CC